ClC1=NC=C(C(=C1)C1=C(C=NC(=C1)C)C(=O)NC=1SC2=C(N1)CN(C2)C(C2=CC(=NC=C2C)Cl)=O)OC 2'-chloro-N-(5-(2-chloro-5-methylisonicotinoyl)-5,6-dihydro-4H-pyrrolo[3,4-d]thiazol-2-yl)-5'-methoxy-6-methyl-[4,4'-bipyridine]-3-carboxamide